isopropyl 7-(4,4,5,5-tetramethyl-1,3,2-dioxaborolan-2-yl)-2,3-dihydro-1H-pyrido[2,3-b][1,4]oxazine-1-carboxylate CC1(OB(OC1(C)C)C1=CC2=C(OCCN2C(=O)OC(C)C)N=C1)C